3-((5-(imidazo[1,2-a]pyridin-6-yl)pyrrolo[2,1-f][1,2,4]triazin-2-yl)amino)-1-methylcyclobutan-1-ol N=1C=CN2C1C=CC(=C2)C=2C=CN1N=C(N=CC12)NC1CC(C1)(O)C